BrC1=CC=C(S1)C(=O)N[C@@H](C)C1=NC(=NO1)C1=CC(=NC=C1)C1CC1 (S)-5-bromo-N-(1-(3-(2-cyclopropylpyridin-4-yl)-1,2,4-oxadiazol-5-yl)ethyl)thiophene-2-carboxamide